4-[4-(cyclopropylamino)-1-piperidyl]-N-(8-fluoro-2,3-dimethyl-imidazo[1,2-a]pyridin-6-yl)-2-methyl-indazole-7-carboxamide C1(CC1)NC1CCN(CC1)C=1C2=CN(N=C2C(=CC1)C(=O)NC=1C=C(C=2N(C1)C(=C(N2)C)C)F)C